(4aR,4bR,6aR,7R,10aR)-3,4,4a,4b,5,6,6a,7,8,9-Decahydro-4a,6a-dimethyl-7-[(1R,2E,4R)-1,4,5-trimethyl-2-hexenyl]indeno[1,7a-a]naphthalene-2,10,12(11H)-trione C[C@@]12CCC(C=C2C(C[C@]23[C@@H]1CC[C@@]3([C@H](CCC2=O)[C@@H](\C=C\[C@@H](C(C)C)C)C)C)=O)=O